5-((5-fluoro-2-methoxybenzyl)amino)-N-methyl-1-(tetrahydro-2H-pyran-2-yl)-1H-indazole-3-carboxamide FC=1C=CC(=C(CNC=2C=C3C(=NN(C3=CC2)C2OCCCC2)C(=O)NC)C1)OC